7-(1-methylcyclopropyl)-2-(trifluoromethyl)-3-[3-(trifluoromethyl)pyrazol-1-yl]-5H-thiochromen CC1(CC1)C1=CCC2=CC(=C(SC2=C1)C(F)(F)F)N1N=C(C=C1)C(F)(F)F